CC(C(=O)NCCN1CCC(=CC1)C1=NC(=CC=C1)C)(C)C 2,2-Dimethyl-N-[2-(6-methyl-3',6'-dihydro[2,4'-bipyridin]-1'(2'H)-yl)ethyl]propanamide